1-(4-Chlorophenyl)ethylisocyanat ClC1=CC=C(C=C1)C(C)N=C=O